3-(3-iodophenyl)oxirane-2-carbaldehyde IC=1C=C(C=CC1)C1C(O1)C=O